C(C)N1C2=C(C=3C=C(C=CC13)C1=CC=C(C=C1)C)CN(CC2)C(=O)OC(C)(C)C tert-butyl 5-ethyl-8-(p-tolyl)-1,3,4,5-tetrahydro-2H-pyrido[4,3-b]indole-2-carboxylate